C1(=CC=CC2=CC=CC=C12)S(=O)(=O)[O-] naphthalin-yl-sulfonat